O=C1NC(CC[C@@H]1NC(=O)C=1C=CC[C@H]2C1NCC=N2)=O (S)-8-(((S)-2,6-dioxopiperidin-3-yl)carbamoyl)-1,2,4a,5-tetrahydrobenzo[b]pyrazine